2-(3-nitrophenyl)-4,5-dihydro-1H-imidazole [N+](=O)([O-])C=1C=C(C=CC1)C=1NCCN1